P(=O)(OC[N+]1=C(C(=CC=C1)C=1C=NN(C1)CC=1C=NC(=CC1)SC1=CC=CC=C1)N)(O)[O-] (2-amino-3-(1-((6-(phenylthio)pyridin-3-yl)methyl)-1H-pyrazol-4-yl)pyridin-1-ium-1-yl)methyl hydrogen phosphate